(2-amino-3-(3-(4-((3,5,6-trifluoropyridin-2-yl)oxy)benzyl)isoxazol-3-yl)pyridin-1-ium-1-yl)methyl hydrogen phosphate P(=O)(OC[N+]1=C(C(=CC=C1)C1(NOC=C1)CC1=CC=C(C=C1)OC1=NC(=C(C=C1F)F)F)N)(O)[O-]